CCCCCCCCCCCCCOC(=O)CCSCCC(=O)OCCCCCCCCCCCCC Ditridecyl Thiodipropionate